O[C@@H]1CC[C@H](CC1)NC(CCCCCC1=CC=CC=C1)=O N-(TRANS-4-HYDROXYCYCLOHEXYL)-6-PHENYLHEXANAMID